ClC1=CC=C(C=C1)N1CC(CC1=O)C(=O)NCC1=C(C=CC(=C1)Cl)Cl 1-(4-chlorophenyl)-N-[(2,5-dichlorophenyl)methyl]-5-oxopyrrolidine-3-carboxamid